6-(3-(Azetidin-1-yl)phenyl)-2-(5-methoxypyrimidin-2-yl)-5,7-dimethyl-2,6-dihydro-1H-pyrrolo[3,4-d]pyridazin-1-one N1(CCC1)C=1C=C(C=CC1)N1C(=C2C(N(N=CC2=C1C)C1=NC=C(C=N1)OC)=O)C